(E)-ethyl 4-(3-(7-carbamoyl-2-(1-(methylsulfonyl)-1,2,3,6-tetrahydropyridin-4-yl)-1H-indol-4-yl)-2-methylphenylamino)-4-oxobut-2-enoate C(N)(=O)C=1C=CC(=C2C=C(NC12)C=1CCN(CC1)S(=O)(=O)C)C=1C(=C(C=CC1)NC(/C=C/C(=O)OCC)=O)C